N-(3-imidazolylpropyl)-N,N-bis(3-triethoxysilylpropyl)amine N1C(=NC=C1)CCCN(CCC[Si](OCC)(OCC)OCC)CCC[Si](OCC)(OCC)OCC